N1=C2N(C=C1)CC(C2)N 6,7-dihydro-5H-pyrrolo[1,2-a]imidazol-6-amine